N-(2-bromophenethyl)acetamide BrC1=C(CCNC(C)=O)C=CC=C1